CN([C@H](C)C(=O)N1CCN(CC1)C1=NC=C(C#N)C=C1)C[C@@H]1CCC=2C1=NNC(C2C(F)(F)F)=O 6-(4-(N-Methyl-N-(((S)-3-oxo-4-(trifluoromethyl)-3,5,6,7-tetrahydro-2H-cyclopenta[c]pyridazin-7-yl)methyl)-D-alanyl)piperazin-1-yl)nicotinonitrile